N-((1H-benzo[d]imidazol-6-yl)methyl)-N-(3-methoxybenzyl)-2-(2-(2-morpholinoethoxy)ethoxy)pyridin-4-amine N1C=NC2=C1C=C(C=C2)CN(C2=CC(=NC=C2)OCCOCCN2CCOCC2)CC2=CC(=CC=C2)OC